The molecule is a UDP-D-apiose in which the anomeric centre of the apiose fragment has alpha-configuration. It is a conjugate acid of an UDP-alpha-D-apiose(2-). C1[C@@]([C@H]([C@H](O1)OP(=O)(O)OP(=O)(O)OC[C@@H]2[C@H]([C@H]([C@@H](O2)N3C=CC(=O)NC3=O)O)O)O)(CO)O